5-(4-fluorobenzyl)thiazol-2-amine FC1=CC=C(CC2=CN=C(S2)N)C=C1